C(C1=CC=CC=C1)OCC(=O)N1CCC2=CC(=CC=C12)C1=CC=C(C(=O)NCC=2C=NC=CC2)C=C1 4-(1-(2-(benzyloxy)acetyl)indolin-5-yl)-N-(pyridin-3-ylmethyl)benzamide